butyl-trichlorostannane (R)-benzyl-2-(((benzyloxy)carbonyl)amino)-3-(2-fluoro-5-(1,3,5-trimethyl-1H-pyrazol-4-yl)benzamido)propanoate C(C1=CC=CC=C1)OC([C@@H](CNC(C1=C(C=CC(=C1)C=1C(=NN(C1C)C)C)F)=O)NC(=O)OCC1=CC=CC=C1)=O.C(CCC)[Sn](Cl)(Cl)Cl